dimethyl-2-(3-cyanophenyl)-1H-imidazole-5-carboxylic acid ethyl ester C(C)OC(=O)C1=C(N=C(N1C)C1=CC(=CC=C1)C#N)C